(S)-2-(4-(6-((2-chloro-4-fluorobenzyl)oxy)pyridin-2-yl)-2,5-difluorobenzyl)-1-(4,4-dimethyltetrahydrofuran-3-yl)-1H-benzo[d]imidazole-6-carboxylic acid ClC1=C(COC2=CC=CC(=N2)C2=CC(=C(CC3=NC4=C(N3[C@@H]3COCC3(C)C)C=C(C=C4)C(=O)O)C=C2F)F)C=CC(=C1)F